C1(CCCCCN1)=O e-E-caprolactam